NC1C2C=C3CC(CC1C3)C2 4-aminoadamantaneN